C(CCC)N1C=C(C=2C1=CN=C(C2)C2=NC=CC(=C2)C2=NOC(=N2)C(F)(F)F)CO (1-butyl-5-(4-(5-(trifluoromethyl)-1,2,4-oxadiazol-3-yl)pyridin-2-yl)-1H-pyrrolo[2,3-c]pyridin-3-yl)methanol